C1(CC1)CC1=NC2=CC(=CC(=C2C(N1)=O)F)OCC1CCNCC1 2-(cyclopropylmethyl)-5-fluoro-7-(piperidin-4-ylmethoxy)quinazolin-4(3H)-one